COC(=O)C12CC(C1)(C2)NC(COC2CCC2)=O 3-(2-Cyclobutoxyacetamido)bicyclo[1.1.1]pentane-1-carboxylic acid methyl ester